(S)-4-amino-N-(6-bromo-2,3-dihydrobenzofuran-3-yl)-N-cyclopropylimidazo[1,5-a]quinoxaline-8-carboxamide NC=1C=2N(C3=CC(=CC=C3N1)C(=O)N(C1CC1)[C@@H]1COC3=C1C=CC(=C3)Br)C=NC2